CC(CC(=O)OOC(CC(CC(C)C)(C)C)=O)(CC(C)C)C bis-(3,3,5-trimethylhexanoyl)peroxide